N1C=NC=C1CC=O 1H-IMIDAZOLE-5-ACETALDEHYDE